3-[4-[3-Hydroxy-3-(piperazin-1-ylmethyl)cyclobutyl]-3-methyl-2-oxo-benzoimidazol-1-yl]piperidine-2,6-dione OC1(CC(C1)C1=CC=CC=2N(C(N(C21)C)=O)C2C(NC(CC2)=O)=O)CN2CCNCC2